NC1=CC=C(C=N1)N1C[C@H](CCC1)N(CC1=CC(=NC=C1)OC)CC1=CN2C3=C(C(=C(C=C3C1=O)F)N1CCN(CC1)CC)OCC2 (S)-6-(((1-(6-aminopyridin-3-yl)piperidin-3-yl)((2-methoxypyridin-4-yl)methyl)amino)methyl)-10-(4-ethylpiperazin-1-yl)-9-fluoro-2,3-dihydro-7H-[1,4]oxazino[2,3,4-ij]quinolin-7-one